COC1=NC=C(C=C1C=1C=NN2C1N=C(C=C2)N2C[C@H](CC2)N(C(OC(C)C)=O)C)C (S)-isopropyl (1-(3-(2-methoxy-5-methylpyridin-3-yl)pyrazolo[1,5-a]pyrimidin-5-yl)pyrrolidin-3-yl)(methyl)carbamate